2-((R)-3-(3-cyclopropyl-5-((4-((S)-3-phenylisoxazolidin-2-yl)-7H-pyrrolo[2,3-d]pyrimidin-2-yl)amino)phenoxy)pyrrolidin-1-yl)ethan-1-ol C1(CC1)C=1C=C(O[C@H]2CN(CC2)CCO)C=C(C1)NC=1N=C(C2=C(N1)NC=C2)N2OCC[C@H]2C2=CC=CC=C2